4-(2-chloro-3-(trifluoromethyl)benzyl)-N-hydroxy-3-oxo-3,4-dihydro-2H-benzo[b][1,4]oxazine-6-carboxamide ClC1=C(CN2C3=C(OCC2=O)C=CC(=C3)C(=O)NO)C=CC=C1C(F)(F)F